(4-palmitoylaminobutyryl)glycine C(CCCCCCCCCCCCCCC)(=O)NCCCC(=O)NCC(=O)O